BrC1=C(C=C(C(=O)N2CC=3N(CC2)C(N(C3C(=O)NCC3=C(C=C(C=C3)OC)F)C3=CC=CC=C3)=O)C=C1)Cl 7-(4-bromo-3-chloro-benzoyl)-N-[(2-fluoro-4-methoxy-phenyl)methyl]-3-oxo-2-phenyl-6,8-dihydro-5H-imidazo[1,5-a]pyrazine-1-carboxamide